C(C)(C)(C)OC(=O)N1C(CCCC1)CCCC([2H])([2H])N1C(C2=CC=CC=C2C1=O)=O (4-(1,3-dioxoisoindolin-2-yl)butyl-4,4-d2)piperidine-1-carboxylic acid tert-butyl ester